N-(5-chloro-6-(difluoromethoxy)pyridin-3-yl)-N'-(6-chloro-4-(propan-2-yl)-1,5-naphthyridin-3-yl)urea ClC=1C=C(C=NC1OC(F)F)NC(=O)NC=1C=NC2=CC=C(N=C2C1C(C)C)Cl